7-Fluoro-6-(morpholin-4-yl)-3-(pyridin-3-yl)quinoxaline-2-carbonitrile-1,4-dioxide hydrochloride Cl.FC=1C(=CC2=[N+](C(=C([N+](=C2C1)[O-])C#N)C=1C=NC=CC1)[O-])N1CCOCC1